N-[2,6-difluoro-4-(2-phenylethynyl)phenyl]-1,3-dimethyl-pyrazole-4-sulfonamide FC1=C(C(=CC(=C1)C#CC1=CC=CC=C1)F)NS(=O)(=O)C=1C(=NN(C1)C)C